C(C1=CC=CC=C1)SC=1C=NC(N(C1)C(C)C)=O 5-(benzylthio)-1-isopropylpyrimidin-2(1H)-one